NC1=CC=C(C(=C1C(=O)N(C)C)F)C=1C(=C2C(=NC1)NCC21CC(CC1)N1CCCC1)Cl 6-Amino-3-(4'-chloro-3-(pyrrolidin-1-yl)-1',2'-dihydrospiro[cyclopentane-1,3'-pyrrolo[2,3-b]pyridin]-5'-yl)-2-fluoro-N,N-dimethylbenzamide